Benzyl N-[2-[2-[2-[2-(4-nitroindol-1-yl)ethoxy]ethoxy]ethoxy]ethyl]carbamate [N+](=O)([O-])C1=C2C=CN(C2=CC=C1)CCOCCOCCOCCNC(OCC1=CC=CC=C1)=O